Methyl 5-(6-(6-methylpyridin-2-yl)-2,3-dihydro-1H-imidazo[1,2-a]imidazol-5-yl)-2-(methylthio)benzoate CC1=CC=CC(=N1)C=1N=C2N(CCN2)C1C=1C=CC(=C(C(=O)OC)C1)SC